C(C)(C)(C)OC(=O)N1CC2(C1)CCC(CC2)CN2C(C1=CC=CC=C1C2=O)=O.C(=O)(OC(C)(C)C)N2C(CNCC2)(C)C N-Boc-2,2-dimethyl-piperazine tert-butyl-7-[(1,3-dioxoisoindolin-2-yl)methyl]-2-azaspiro[3.5]nonane-2-carboxylate